FC(C1=C(C=CC(=C1)C(F)(F)F)C(C)N1N=CC(=C1)NC(=O)C1=NOC(=C1)C=1C=NC=CC1)(F)F N-(1-(1-(2,4-bis(trifluoromethyl)phenyl)ethyl)-1H-pyrazol-4-yl)-5-(pyridin-3-yl)isoxazole-3-carboxamide